3,9-dimethoxybenzo[5,6]oxazepino[4,3-b]benzofuran-7(5H)-one COC1=CC2=C(C=C3OC=4C(=C3NO2)C(C=C(C4)OC)=O)C=C1